2-(((2S,4S)-4-((2-((2-cyano-4-cyclopropylphenoxy)methyl)pyrimidin-4-yl)oxy)-2-methylpiperidin-1-yl)methyl)-4-fluoro-1-(((S)-oxetan-2-yl)methyl)-1H-benzo[d]imidazole-6-carboxylic acid C(#N)C1=C(OCC2=NC=CC(=N2)O[C@@H]2C[C@@H](N(CC2)CC2=NC3=C(N2C[C@H]2OCC2)C=C(C=C3F)C(=O)O)C)C=CC(=C1)C1CC1